4-Oxo-1,2,3,4-tetrahydro-9H-carbazole-9-carboxylic acid tert-butyl ester C(C)(C)(C)OC(=O)N1C2=CC=CC=C2C=2C(CCCC12)=O